C(=O)(OCC1C2=CC=CC=C2C2=CC=CC=C12)C(C(=O)O)CCCCN Fmoc-L-6-aminocaproic acid